CC1=NN(C=C1N=NC1=CC=C(C=C1)N)C1=CC=CC=C1 3-methyl-4-((4-aminophenyl)diazenyl)-1-phenyl-1H-pyrazol